FC1=C(C=CC(=C1)OC(F)(F)F)C1=CC(=C(C=2CCOC21)CO)CNC(C=C)=O N-((7-(2-Fluoro-4-(trifluoromethoxy)phenyl)-4-(hydroxymethyl)-2,3-dihydrobenzofuran-5-yl)methyl)acrylamide